C(C)OC(=O)C=1NC2=CC=C(C=C2C1)OC1=CC(=C(C=C1)Cl)Cl 5-(3,4-Dichlorophenoxy)-1H-indole-2-carboxylic acid ethyl ester